C(C=CCCCCCCCCCCCCCCCCCCCCCCCCCCC)(=O)O Triacontenic acid